9-amino-5,6,7,8-tetrahydroacridine-3-carboxylic acid methyl ester COC(=O)C=1C=CC2=C(C=3CCCCC3N=C2C1)N